FC1(C(C12CCN(CC2)S(=O)(=O)C)C(=O)O)F 2,2-difluoro-6-(methylsulfonyl)-6-azaspiro[2.5]octane-1-carboxylic acid